[C@H]12CC(C[C@H](CC1)N2)NC2=NC=C(C(=N2)C2=CNC1=C(C(=CC=C21)C#N)P(=O)(C)C)C(F)(F)F 3-(2-(((1R,3r,5S)-8-azabicyclo[3.2.1]octan-3-yl)amino)-5-(trifluoromethyl)pyrimidine-4-yl)-7-(dimethylphosphoryl)-1H-indole-6-carbonitrile